ClC=1C=C(C=CC1N1C(N(C=C1)C)=O)C1=C(C(=CC(=C1)F)C1=CC(=NC=C1)N1CCN(CC1)C(=O)OC(C)(C)C)OC tert-butyl 4-(4-(3'-chloro-5-fluoro-2-methoxy-4'-(3-methyl-2-oxo-2,3-dihydro-1H-imidazol-1-yl)-[1,1'-biphenyl]-3-yl)pyridin-2-yl)piperazine-1-carboxylate